C(C)[C@]1(CCNC1=O)F (2S,4R)-4-ethyl-4-fluoro-5-oxopyrrolidin